1-(1-(6-ethoxy-5-methoxypyridin-2-yl)-2-(methylsulfonyl)ethyl)-5-(4-fluorophenyl)-1H-benzo[d]imidazol-2(3H)-one C(C)OC1=C(C=CC(=N1)C(CS(=O)(=O)C)N1C(NC2=C1C=CC(=C2)C2=CC=C(C=C2)F)=O)OC